S1C=NC2=C1C=CS2 thienothiazole